C(C1=CC=CC=C1)OC=1C(=NC=NC1OCC1=CC=CC=C1)CN1CN(C(C1)C1=CC=C(C=C1)C#CC1=CC=C(C=C1)CN1CCOCC1)C(C)C 1-((5,6-bis(benzyloxy)pyrimidin-4-yl)methyl)-3-isopropyl-4-(4-((4-(morpholinomethyl)phenyl)ethynyl)phenyl)imidazoline